OC(=O)C(F)(F)F.OC1CC(NC1)C(=O)NCC1=CC=C(C=C1)C1=C(N=CS1)C 4-hydroxy-N-(4-(4-methylthiazol-5-yl)benzyl)pyrrolidine-2-carboxamide TFA salt